C(CCCCCCCC)(=O)O.C(CCCCCCCC)(=O)O.C(CCCCCCCC)(=O)O.C(CCCCCCCC)(=O)O.OCC(O)CO.OCC(O)CO diglycerol tetrapelargonate